(2R,3R,4S,5R,6S)-2-(acetoxymethyl)-6-(((4aR,10aR)-7-hydroxy-1-propyl-1,2,3,4,4a,5,10,10a-octahydrobenzo[g]quinolin-6-yl)oxy)tetrahydro-2H-pyran-3,4,5-triyl triacetate C(C)(=O)O[C@@H]1[C@H](O[C@H]([C@@H]([C@H]1OC(C)=O)OC(C)=O)OC1=C(C=CC2=C1C[C@H]1CCCN([C@@H]1C2)CCC)O)COC(C)=O